4-(5-(3-(2,5-Difluorophenyl)morpholino)pyrazolo[1,5-a]pyrimidine-3-carboxamido)phenyl-tert-butylpiperazine-1-carboxylic acid tert-butyl ester C(C)(C)(C)OC(=O)N1C(CNCC1)(C(C)(C)C)C1=CC=C(C=C1)NC(=O)C=1C=NN2C1N=C(C=C2)N2C(COCC2)C2=C(C=CC(=C2)F)F